uridine-oxyacetic acid C1=CN(C(=O)NC1=O)[C@]2([C@@H]([C@@H]([C@H](O2)CO)O)O)OCC(=O)O